Arsenous acid [As](O)(O)O